OC1=CC=C(C=C1)/C(=C(\CC)/C1=CC=CC=C1)/C1=CC=C(OCCN2CC(CCC2)CCOC=2C=C3CN(C(C3=CC2)=O)C2C(NC(CC2)=O)=O)C=C1 (Z)-3-(5-(2-(1-(2-(4-(1-(4-hydroxyphenyl)-2-phenylbut-1-en-1-yl)phenoxy)ethyl)piperidin-3-yl)ethoxy)-1-oxoisoindolin-2-yl)piperidine-2,6-dione